C(=O)O.CN1CCC2(CC1)COC1=CC=3C(N(CC3C=C12)C1C(NC(CC1)=O)=O)=O 3-{1'-methyl-7-oxo-2,5,6,7-tetrahydrospiro[furo[2,3-f]isoindole-3,4'-piperidine]-6-yl}piperidine-2,6-dione formate